FC1=C(C(=O)Cl)C(=CC=C1)C 2-Fluoro-6-methylbenzoylchlorid